2,5-di-T-butylhydroquinone C(C)(C)(C)C1=C(O)C=C(C(=C1)O)C(C)(C)C